ClC1=CC(=C(C=C1)C(C(N1CCC2=CC=C(C=C12)OC(F)(F)F)=O)NC=1C=C(OCCC(C(=O)OC(C)(C)C)C)C=C(C1)OC)OC tert-butyl 4-(3-((1-(4-chloro-2-methoxyphenyl)-2-oxo-2-(6-(trifluoromethoxy) indolin-1-yl) ethyl) amino)-5-methoxyphenoxy)-2-methylbutanoate